3,1-dimethylbutyl-2,3-dimethylimidazole CC(CC(C)C=1N(C(=NC1)C)C)C